CN1N=CC(=C1)C1=CC=C(C=N1)OC1=CC=C(C=C1)C(C)(C)C1=CC=C(OC2CC(C2)N)C=C1 (1r,3r)-3-(4-(2-(4-((6-(1-methyl-1H-pyrazol-4-yl)pyridin-3-yl)oxy)phenyl)propane-2-yl)phenoxy)cyclobutylamine